5-(2-chloro-4-fluorophenyl)-2H-1,2,3-triazole-4-carbonitrile ClC1=C(C=CC(=C1)F)C=1C(=NNN1)C#N